COCC1=CC=C(N)C=C1 4-methoxymethyl-aniline